perfluoro-1-pentene FC(=C(C(C(C(F)(F)F)(F)F)(F)F)F)F